di(ethylene) rhodium (I) [Rh+].C=C.C=C